ON(C(\C=C(/C(=O)O)\CC)=O)O N,N-dihydroxyethyl-maleamic acid